C(C1=CC(O)=C(O)C(O)=C1)(=O)[C@]1(O)[C@](O)([C@@](O)([C@H](O)[C@H](O1)C(O)C(C1=CC(O)=C(O)C(O)=C1)=O)C(C1=CC(O)=C(O)C(O)=C1)=O)C(C1=CC(O)=C(O)C(O)=C1)=O 1,2,3,6-tetragalloyl-beta-D-glucose